1,2-epoxyoctadecane C1C(CCCCCCCCCCCCCCCC)O1